N1C=C(C=C1)CC1C(NC(S1)=S)=O (Z)-5-((1H-pyrrol-3-yl)methyl)-2-thioxothiazolidin-4-one